C(C)OC(C(C(C(=O)OCC)=O)F)=O 2-fluoro-3-oxosuccinic acid diethyl ester